(5-amino-[1,2,4]triazolo[4,3-c]quinazolin-9-yl)(3-(4-(trifluoromethyl)phenyl)morpholino)methanone NC1=NC=2C=CC(=CC2C=2N1C=NN2)C(=O)N2C(COCC2)C2=CC=C(C=C2)C(F)(F)F